[Cl-].CC1=CC=C(C=C1)N1[NH2+]C(=NN1C1=CC=C(C=C1)C)C1=CC=CC=C1 2,3-bis(4-methylphenyl)-5-phenyltetrazolium chloride